Cl.O=C1NC(CC[C@@H]1NC(C1=CC=C(C=C1)N1CCN(CC1)CC1CCNCC1)=O)=O (S)-N-(2,6-dioxopiperidin-3-yl)-4-(4-(piperidin-4-ylmethyl)piperazin-1-yl)benzamide hydrochloride